8-(4-(bicyclo[2.2.1]heptan-2-yl-2-d)pyridin-2-yl)-2-(methyl-d3)benzofuro[2,3-b]pyridine C12C(CC(CC1)C2)([2H])C2=CC(=NC=C2)C2=CC=CC1=C2OC2=NC(=CC=C21)C([2H])([2H])[2H]